FC(CC(C(=O)NC1=NC=CC(=C1)C1=C(C2=NC=C(C=C2N1)F)C1=NC=CC=C1)C1=CC=C(C=C1)F)F (+)-4,4-difluoro-2-(4-fluorophenyl)-N-{4-[6-fluoro-3-(pyridin-2-yl)-1H-pyrrolo[3,2-b]pyridin-2-yl]pyridin-2-yl}butanamide